C(C)C=1C=CC(=C(C1)S(=O)(=O)NC1=NOC2=C1C=CC=C2C(=O)O)OC 3-(5-ethyl-2-methoxyphenylsulphonamido)benzo[d]isoxazole-7-carboxylic acid